NCC[Se][Se]CCN bis(aminoethyl) diselenide